C(#N)C1=CC(=C(COC2=CC=CC(=N2)C2CCN(CC2)CC2=NC3=C(N2C)C=C(C=C3OC3CC(C3)OC)C(=O)O)C=C1)F 2-((4-(6-((4-Cyano-2-fluorobenzyl)oxy)pyridin-2-yl)piperidin-1-yl)methyl)-4-((1s-3s)-3-methoxycyclobutoxy)-1-methyl-1H-benzo[d]imidazole-6-carboxylic acid